COC(=O)C=1C=C(C(=CC1OC)F)C1=C(C=C(C(=C1)C(=O)N)F)F 5'-Aminocarbonyl-2',4',6-trifluoro-4-methoxy-[1,1'-biphenyl]-3-carboxylic acid methyl ester